FC(C(=O)O)(F)F.NC1=NN2C(N=CC=C2)=C1C(=O)NC(C)C1=CC(=C2C=NN(C2=C1OCC)C(C)C)Cl 2-amino-N-(1-(4-chloro-7-ethoxy-1-isopropyl-1H-indazol-6-yl)ethyl)pyrazolo[1,5-a]pyrimidine-3-carboxamide trifluoroacetate